2,5-bis(4-pyridyl)thiazolo[5,4-d]thiazole N1=CC=C(C=C1)C=1SC=2N=C(SC2N1)C1=CC=NC=C1